quinazoline-2,8-diamine N1=C(N=CC2=CC=CC(=C12)N)N